COC=1C=C(C=CC1OC)C=1NC2=CC=C(C=C2C1CC)C(=O)N(CCC1=NC=CC=C1)C 2-(3,4-dimethoxyphenyl)-3-ethyl-N-methyl-N-(2-(pyridin-2-yl)ethyl)-1H-indole-5-carboxamide